FC(C1=CC(=NC=C1)N1N=CC(=C1)S(=O)(=O)N1C=2C=CC=C3C=NN(C\C=C/C1)C32)(F)F (11Z)-9-{1-[4-(trifluoromethyl)pyridin-2-yl]pyrazol-4-ylsulfonyl}-1,2,9-triazatricyclo[6.5.1.0^{4,14}]tetradeca-2,4,6,8(14),11-pentaene